FC(C=1N=COC1C(=O)N1[C@@H](C2=C(CC1)NC=N2)C=2OC1=C(N2)C(=CC=C1)OC)F (S)-(4-(difluoromethyl)oxazol-5-yl)(4-(4-methoxybenzo[d]oxazol-2-yl)-6,7-dihydro-1H-imidazo[4,5-c]pyridin-5(4H)-yl)methanone